COC=1C=C(C=CC1OC)C=1C=C2C(=NC1)NN=C2C2=CC=C(C=C2)OC 5-(3,4-dimethoxyphenyl)-3-(4-methoxyphenyl)-1H-pyrazolo[3,4-b]pyridine